FC(C1=C(C=CC(=C1)C(F)(F)F)[C@@H](C)N1N=CC(=C1)NC(=O)C=1SC(=NN1)C1=NC=CN=C1)(F)F |r| (R) and (S)-N-(1-(1-(2,4-bis(trifluoromethyl)phenyl)ethyl)-1H-pyrazol-4-yl)-5-(pyrazin-2-yl)-1,3,4-thiadiazole-2-carboxamide